C(C)OC(=O)CCC[C@@H](C)[C@H]1CC[C@H]2C3=CC=C4C[C@H](C=C[C@]4(C)[C@H]3CC[C@]12C)O (3beta)-3-hydroxy-cholane-1,5,7-triene-24-carboxylic acid ethyl ester